[Co].IC=1C=C(C(=NC1C=1OC=C(N1)C1=CC=CC=C1)C=1OC=C(N1)C1=CC=CC=C1)I Diiodo[2,6-bis[4-(S)-phenyl-2-oxazolyl]pyridine] cobalt